N-[5-(difluoromethoxy)pyridin-3-yl]-N-({5-[5-(difluoromethyl)-1,3,4-oxadiazol-2-yl]-1,3-thiazol-2-yl}methyl)-2-methylpropan-1-sulfonamide FC(OC=1C=C(C=NC1)N(S(=O)(=O)CC(C)C)CC=1SC(=CN1)C=1OC(=NN1)C(F)F)F